6-(1-((1,3-dimethyl-1H-pyrazol-4-yl)sulfonyl)piperidin-4-yl)-7-methoxy-[1,2,4]triazolo[1,5-a]pyridine CN1N=C(C(=C1)S(=O)(=O)N1CCC(CC1)C=1C(=CC=2N(C1)N=CN2)OC)C